2-(5s,7r,8r,9s,10r)-8-hydroxy-7-(hydroxymethyl)-9-(4-(3,4,5-trifluorophenyl)-1H-1,2,3-triazol-1-yl)-1,6-dioxaspiro[4.5]dec-10-yl 4-fluoropicolinate FC1=CC(=NC=C1)C(=O)O[C@@H]1[C@H]([C@H]([C@H](O[C@@]12CCCO2)CO)O)N2N=NC(=C2)C2=CC(=C(C(=C2)F)F)F